COC(C1=C(C(=CC=C1N)C(F)(F)F)F)=O 6-amino-2-fluoro-3-(trifluoromethyl)-benzoic acid methyl ester